FC=1C=C(C=C2CC(CC12)CNCCC1CN(C(O1)=O)C1=NC2=C(OCC(N2)=O)N=C1)NC(=O)[C@H]1NC[C@@H](C1)O (2S,4R)-N-[7-fluoro-2-[[2-[2-oxo-3-(3-oxo-4H-pyrazino[2,3-b][1,4]oxazin-6-yl)oxazolidin-5-yl]ethylamino]methyl]indan-5-yl]-4-hydroxy-pyrrolidine-2-carboxamide